tert-butyl 3-((2-(imidazo[1,2-a]pyridin-3-yl)propan-2-yl)(propyl)carbamoyl)azetidine-1-carboxylate N=1C=C(N2C1C=CC=C2)C(C)(C)N(C(=O)C2CN(C2)C(=O)OC(C)(C)C)CCC